NC1=C(C=CC(=C1)N)C 2,4-Diamino-Toluol